3-acetamido-6-bromo-2-oxo-1,2,3,4-tetrahydroquinoline-3-carboxylic acid ethyl ester C(C)OC(=O)C1(C(NC2=CC=C(C=C2C1)Br)=O)NC(C)=O